ClC=1C=2C(N=C3N(C2C=CC1)C1=CC=C(C=C1C31CCCCC1)N1CCN(CC1)C(=O)OC(C)(C)C)=O tert-butyl 4-(4'-chloro-5'-oxo-5'H-spiro[cyclohexane-1,7'-indolo[1,2-a]quinazolin]-9'-yl)piperazine-1-carboxylate